9b-amino-7-cyclopropyl-4b-hydroxy-4-nitro-4b,9b-dihydro-10H-indeno[1,2-b]benzofuran-10-one NC12C(OC3=C1C=CC(=C3)C3CC3)(C3=C(C=CC=C3C2=O)[N+](=O)[O-])O